O1CC(C1)C1=CC=C(C=C1)B(O)O (4-(oxetan-3-yl)phenyl)boronic acid